C(=O)(OC(C)(C)C)NCCCO (l)-3-(boc-amino)-1-propanol